C(C)(C)(C)O[Al](OC1=C(C=CC=C1C(C)(C)C)C(C)(C)C)OC1=C(C=CC=C1C(C)(C)C)C(C)(C)C t-butoxybis(2,6-di-t-butylphenoxy)aluminum